C1(=CC=CC=C1)P(C1=CC=CC=C1)[C@H]([C@H](C)P(C1=CC=CC=C1)C1=CC=CC=C1)C [2S,3S]-bis[diphenylphosphino]butane